[I-].C(C)(C)(C)OC(=O)NCC[N+](CCC[N+]1=C2C=C(C=CC2=C2C=CC(=CC2=C1C1=CC=CC=C1)NC(=O)OC(C)(C)C)NC(=O)OC(C)(C)C)(C)CCNC(=O)OC(C)(C)C.[I-] 5-(3-(bis(2-((tert-butoxycarbonyl)amino)ethyl)(methyl)ammonio)propyl)-3,8-bis((tert-butoxycarbonyl)amino)-6-phenylphenanthridin-5-ium iodide